4-(3,3-difluoropyrrolidin-1-yl)-2-[(3S)-3-hydroxypyrrolidine-1-carbonyl]-4-methyl-pent-2-enenitrile FC1(CN(CC1)C(C=C(C#N)C(=O)N1C[C@H](CC1)O)(C)C)F